[Si](C)(C)(C(C)(C)C)O[C@H]1[C@@H](CNCC1)NC(OC(C)(C)C)=O tert-butyl ((3R,4R)-4-{[tert-butyl(dimethyl)silyl]oxy}piperidin-3-yl)carbamate